O1CCN(CC1)C1=CC(=C(CN2CC3C(C2)CN(C3)C(=O)Cl)C=C1)C(F)(F)F 5-(4-Morpholino-2-(trifluoromethyl)benzyl)hexahydropyrrolo[3,4-c]pyrrole-2(1H)-carbonyl chloride